β-hydroxypropionic acid methanesulfonyl ester CS(=O)(=O)OC(CCO)=O